IC1=C2C=NC(=NC2=CC=C1N)C 5-iodo-2-methylquinazolin-6-amine